ClC1=C(CN2C(=NC3=C2C=CC(=C3)OC)C(C)C3=CC=C(C=C3)CC(C)C)C=CC=C1 1-(2-chlorobenzyl)-2-(1-(4-isobutylphenyl)ethyl)-5-methoxy-1H-benzo[d]Imidazole